benzyl (2-(aminomethyl)cyclopentyl)carbamate NCC1C(CCC1)NC(OCC1=CC=CC=C1)=O